2-(bis(3-chloro-4-fluorophenyl)methyl)-4-cyclopropyl-5-(methylthio)-1-((2-(tri-methylsilyl)ethoxy)methyl)-1H-imidazole ClC=1C=C(C=CC1F)C(C=1N(C(=C(N1)C1CC1)SC)COCC[Si](C)(C)C)C1=CC(=C(C=C1)F)Cl